FC1=CC=C(C(=C1[C@@H]([C@@H](C=1OC(NN1)=O)NS(=O)(=O)N1CCC2(OCCO2)CC1)C)C)C N-((1S,2S)-2-(6-fluoro-2,3-dimethylphenyl)-1-(5-oxo-4,5-dihydro-1,3,4-oxadiazol-2-yl)propyl)-1,4-dioxa-8-aza-spiro[4.5]decane-8-sulfonamide